tert-butyl-(2R)-2-(hydroxymethyl)piperazine C(C)(C)(C)N1[C@H](CNCC1)CO